rac-((1s,4s,7s)-2-(5-(4-chloro-2-methyl-2H-indazol-5-yl)-3-methyl-4-oxo-4,7-dihydro-3H-pyrrolo[2,3-d]pyrimidin-2-yl)-2-azabicyclo[2.2.1]heptan-7-yl)carbamic acid tert-butyl ester C(C)(C)(C)OC(N[C@@H]1[C@H]2N(C[C@@H]1CC2)C=2N(C(C1=C(N2)NC=C1C1=C(C2=CN(N=C2C=C1)C)Cl)=O)C)=O |r|